3-Methyl-2-oxoimidazolidine-1,4-dicarboxylic acid (S)-1-tert-butyl 4-methyl ester COC(=O)C1N(C(N(C1)C(=O)OC(C)(C)C)=O)C